C(=CCC)[O-].[Na+] sodium butenolate